3-[[8-(benzylamino)-3-isopropyl-[1,2,4]triazolo[4,3-b]pyridazin-6-yl]amino]propan-1-ol C(C1=CC=CC=C1)NC=1C=2N(N=C(C1)NCCCO)C(=NN2)C(C)C